6-chloro-3-iodo-imidazo[1,2-b]pyridazine ClC=1C=CC=2N(N1)C(=CN2)I